2-hydroxypropanedioic acid OC(C(=O)O)C(=O)O